4,5,6,8-tetrahydroxyquinoline-2-carboxylic acid OC1=CC(=NC2=C(C=C(C(=C12)O)O)O)C(=O)O